2-((3,4-bis(benzyloxy)benzyl)amino)ethane-1-ol hydrochloride Cl.C(C1=CC=CC=C1)OC=1C=C(CNCCO)C=CC1OCC1=CC=CC=C1